C(C)(C)(C)C1=CC=C(C=C1)CC(CC1=CC=C(C=C1)C(C)(C)C)(C=1O[C@@H]([C@@H](N1)C1=CC=CC=C1)C1=CC=CC=C1)C=1O[C@@H]([C@@H](N1)C1=CC=CC=C1)C1=CC=CC=C1 (4S,4'S,5R,5'R)-2,2'-(1,3-bis(4-(tert-butyl)phenyl)propane-2,2-diyl)bis(4,5-diphenyl-4,5-dihydro-oxazole)